(S)-quinuclidin-3-yl (5-(2,4-dimethoxyphenyl)-2,2-diethyl-2,3-dihydro-1H-inden-1-yl)carbamate COC1=C(C=CC(=C1)OC)C=1C=C2CC(C(C2=CC1)NC(O[C@@H]1CN2CCC1CC2)=O)(CC)CC